OC=1C(=C(N=NC1)SC1=C(C=CC=C1)[N+](=O)[O-])C(=N)N hydroxy-3-[(2-nitrophenyl)sulfanyl]pyridazine-4-carboxamidine